FC(CO)(COC(C1=CC=CC=C1)(C1=CC=CC=C1)C1=CC=CC=C1)F 2,2-difluoro-3-(triphenylmethoxy)propan-1-ol